ClC1=CC=C(C(=N1)C=1C=C(C2=C(C=NOB2O)C1)F)N[C@H](C)C=1C=C(C=C2C(C(=C(OC12)N1CCC(CC1)(C)C)C)=O)C 8-[(1R)-1-[[6-chloro-2-(8-fluoro-1-hydroxy-2,3,1-benzoxazaborinin-6-yl)-3-pyridyl]amino]ethyl]-2-(4,4-dimethyl-1-piperidyl)-3,6-dimethyl-chromen-4-one